diethylaminopropylLauryl-aminosuccinamic acid sodium salt [Na+].C(C)N(CC)CCCC(C(C(=O)[O-])(N)CCCCCCCCCCCC)C(=O)[NH-].[Na+]